6-Phenyl-N-{3-[6-(trifluoromethoxy)-1H-benzo[d]imidazol-2-yl]phenyl}pyridazin-3-amine C1(=CC=CC=C1)C1=CC=C(N=N1)NC1=CC(=CC=C1)C1=NC2=C(N1)C=C(C=C2)OC(F)(F)F